NC1=C(C(=O)O)C=C(C=C1Cl)Cl L-2-amino-3,5-dichlorobenzoic acid